CC1=CC2=C(N=C(N=C2NCCCC2=CC=CC=C2)CC2=NOC(=C2)C)S1 6-methyl-2-((5-methylisoxazol-3-yl)methyl)-N-(3-phenylpropyl)thieno[2,3-d]pyrimidin-4-amine